4-((4-((2-(dimethylphosphoryl)-4-(2-(methylamino)pyrimidin-4-yl)phenyl)amino)-5-(Trifluoromethyl)pyrimidin-2-yl)amino)benzoic acid CP(=O)(C)C1=C(C=CC(=C1)C1=NC(=NC=C1)NC)NC1=NC(=NC=C1C(F)(F)F)NC1=CC=C(C(=O)O)C=C1